6-[(3-aminooxetan-3-yl)methyl]-7-methyl-N-[(thiophen-2-yl)methyl]thieno[3,2-c]pyridazin-4-amine NC1(COC1)CC1=C(C=2N=NC=C(C2S1)NCC=1SC=CC1)C